ClCCOC(C(=C)C)=O.C(C)NC(CC)=O N-ethyl-propionamide 2-chloroethyl-methacrylate